7-methyl-1-oxo-5,6,7,8-tetrahydro-1lambda5-Quinoline CC1CCC=2C=CC=N(C2C1)=O